CC1=C2C(C(=CN(C2=NC(=C1)N1CC(C1)CNC1=NC=CC=C1)C1=NC=NS1)C(=O)O)=O 5-Methyl-4-oxo-7-(3-{[(pyridin-2-yl)amino]methyl}azetidin-1-yl)-1-(1,2,4-thiadiazol-5-yl)-1,4-dihydro-1,8-naphthyridine-3-carboxylic acid